4-({7-[(1R,5S)-3,8-diazabicyclo[3.2.1]octan-3-yl]-5-[(tetrahydro-1H-pyrrolizin-7a(5H)-yl)methoxy][1,3]thiazolo[5,4-d]pyrimidin-2-yl}oxy)-5-ethynyl-6-fluoronaphthalen-2-ol [C@H]12CN(C[C@H](CC1)N2)C=2C1=C(N=C(N2)OCC23CCCN3CCC2)SC(=N1)OC1=CC(=CC2=CC=C(C(=C12)C#C)F)O